C(C)(CC)OC(CCC(C)=O)=O 4-oxopentanoic acid sec-butyl ester